N(N)C1=NC=C(C=N1)C(=O)N1C(CN(CC1)C(=O)OC(C)(C)C)(C)C tert-butyl 4-(2-hydrazinylpyrimidine-5-carbonyl)-3,3-dimethylpiperazine-1-carboxylate